FC1(CC2(C1)C[C@H](N(CC2)CC2=C1C=CNC1=C(C=C2OC)C)C2=CC=C(C(=O)NC)C=C2)F (S)-4-(2,2-difluoro-7-((5-methoxy-7-methyl-1H-indol-4-yl)methyl)-7-azaspiro[3.5]nonan-6-yl)-N-methylbenzamide